CC=1C=C(C=C(C1)C)P(C(C(=C)B1OC(C(O1)(C)C)(C)C)C1=CC=CC=C1)(C1=CC(=CC(=C1)C)C)=O bis(3,5-dimethylphenyl)(1-phenyl-2-(4,4,5,5-tetramethyl-1,3,2-dioxaborolan-2-yl)allyl)phosphine oxide